ClC=1N=CC2=C(N1)C1(OC2=O)COCC1 2'-chloro-4,5-dihydro-2H,5'H-spiro[furan-3,7'-furo[3,4-d]pyrimidin]-5'-one